4-Amyloxybenzaldehyde C(CCCC)OC1=CC=C(C=O)C=C1